(E)-3-(4-((E)-1-(3-fluoro-1H-indazol-5-yl)-2-phenylbut-1-en-1-yl)phenyl)acrylic acid FC1=NNC2=CC=C(C=C12)\C(=C(/CC)\C1=CC=CC=C1)\C1=CC=C(C=C1)/C=C/C(=O)O